1-[(1S)-1-[(4-dodecoxyphenyl)methyl]-2-ethoxyethyl]imidazo[4,5-c]quinoline C(CCCCCCCCCCC)OC1=CC=C(C=C1)C[C@@H](COCC)N1C=NC=2C=NC=3C=CC=CC3C21